1-fluoro-2-(7-fluoro-3-(methoxymethoxy)-8-((triisopropylsilyl)ethynyl)naphthalen-1-yl)-12-(methylthio)-5,5a,6,7,9,10-hexahydro-4H-8-oxa-3,10a,11,13-tetraazanaphtho[1,8-ab]heptalene FC1=C2N=C(N=C3C2=C(CCC2CCOCCN32)N=C1C1=CC(=CC3=CC=C(C(=C13)C#C[Si](C(C)C)(C(C)C)C(C)C)F)OCOC)SC